1,3-bis(2-aminobenzyl)urea NC1=C(CNC(=O)NCC2=C(C=CC=C2)N)C=CC=C1